N-(9-fluorenylmethyloxycarbonyl)-L-valine C1=CC=CC=2C3=CC=CC=C3C(C12)COC(=O)N[C@@H](C(C)C)C(=O)O